2-(4-((2-(4-(5-chloropyrimidin-2-yl)piperazin-1-yl)-5-oxo-6,7-dihydrothieno[3,2-d]pyrimidin-4-yl)amino)-2-fluorophenyl)acetic acid ClC=1C=NC(=NC1)N1CCN(CC1)C=1N=C(C2=C(N1)CCS2=O)NC2=CC(=C(C=C2)CC(=O)O)F